OC1=CC=C2C(CC(C2=C1)=O)C=1N=CSC1C 6-hydroxy-3-(5-methylthiazol-4-yl)indan-1-one